1-(4-((dimethylamino)methyl)-3-(3-ethyl-1H-pyrrolo[2,3-b]pyridin-5-yl)phenyl)piperazin-2-one CN(C)CC1=C(C=C(C=C1)N1C(CNCC1)=O)C=1C=C2C(=NC1)NC=C2CC